tricyanomethylium C(#N)[C+](C#N)C#N